C(#N)C=1C(=CC(=NC1)NC(N(C)C1=NC(=C(C=C1)CN1C(CN(CC1)C)=O)C=O)=O)OCC1OCCCC1 3-(5-cyano-4-((tetrahydro-2H-pyran-2-yl)methoxy)pyridin-2-yl)-1-(6-formyl-5-((4-methyl-2-oxopiperazin-1-yl)methyl)pyridin-2-yl)-1-methylurea